BrC=1C=C(C=C(C1)F)C(C)=O 1-(3-Bromo-5-fluorophenyl)ethanone